(4S)-N-((3-chloro-4-fluorophenyl)(thiazolo[5,4-b]pyridin-2-yl)methyl)-2-oxoimidazolidine-4-carboxamide ClC=1C=C(C=CC1F)C(NC(=O)[C@H]1NC(NC1)=O)C=1SC2=NC=CC=C2N1